(R)-7-(5-chloro-2-((6,7-dihydro-4h-pyrano[4,3-d]thiazol-2-yl)amino)pyridine-4-yl)-2-(5-fluoro-2-(hydroxymethyl)benzyl)-3-(methoxymethyl)-3,4-dihydropyrrolo[1,2-a]pyrazine-1(2H)-one ClC=1C(=CC(=NC1)NC=1SC2=C(N1)CCOC2)C=2C=C1N(C[C@@H](N(C1=O)CC1=C(C=CC(=C1)F)CO)COC)C2